2-(8,10,12-Trihydroxy-6,7-dimethoxy-3-methyl-1,5,9,14,16-pentaoxo-5,9,14,16-tetrahydro-1H-2-aza-hexaphen-2-yl)-3-(2-imino-1-methyl-imidazolidin-4-yl)-propionic acid OC=1C2=C(C(=C3C(C=4C=C(N(C(C4C(C3=C2C=C2C(C3=CC(=CC(=C3C(C12)=O)O)O)=O)=O)=O)C(C(=O)O)CC1NC(N(C1)C)=N)C)=O)OC)OC